6-chloro-3-((1-(2-cyano-3-(4,4-dimethylpiperidin-1-yl)-7-methylquinoxalin-5-yl)ethyl)amino)picolinic acid ClC1=CC=C(C(=N1)C(=O)O)NC(C)C1=C2N=C(C(=NC2=CC(=C1)C)C#N)N1CCC(CC1)(C)C